(2,6-dichlorobenzyl)triphenylphosphine methanesulfonate CS(=O)(=O)O.ClC1=C(CC2=C(C=CC=C2)P(C2=CC=CC=C2)C2=CC=CC=C2)C(=CC=C1)Cl